C1(=CC=CC=C1)C1=NC2=CC(=CC(=C2C(C1OC1OCCCC1)=O)OC1OCCCC1)OC1OCCCC1 2-phenyl-3,5,7-tritetrahydropyranyloxyquinolin-4-one